(R)-2,2'-binaphthyl-dialdehyde C1(=C(C(=CC2=CC=CC=C12)C=O)C1=CC2=CC=CC=C2C=C1)C=O